The molecule is an unsaturated heparin disaccharide that is 2N,6-O-disulfo-alpha-D-glucosamine in which the hydroxy group at position 4 has been glycosylated by 4-deoxy-2-O-sulfo-alpha-L-threo-hex-4-enopyranuronic acid. Sequence: DUA2S-GlcNS6S. It is an unsaturated heparin disaccharide, an oligosaccharide sulfate and a monocarboxylic acid. It is a conjugate acid of a heparin disaccharide I-S(4-). C1=C(O[C@H]([C@@H]([C@H]1O)OS(=O)(=O)O)O[C@@H]2[C@H](O[C@@H]([C@@H]([C@H]2O)NS(=O)(=O)O)O)COS(=O)(=O)O)C(=O)O